FC1([C@H](C1)C(=O)NC=1SC2=C(C1C(=O)OCC)C[C@H](CC2)NC(NC=2N(N=C(C2)OC(F)F)C)=S)F ethyl (5S)-2-[[(1R)-2,2-difluorocyclopropanecarbonyl]amino]-5-[[5-(difluoromethoxy)-2-methyl-pyrazol-3-yl]carbamothioylamino]-4,5,6,7-tetrahydrobenzothiophene-3-carboxylate